CC1(COB(O1)C=1C(=C(C(=NC1)OC)C(C)C)C)C 5-(5,5-dimethyl-1,3,2-dioxaborolan-2-yl)-3-isopropyl-2-methoxy-4-methylpyridine